C(CCCCC)N1C=[N+](C=C1)C 1-hexyl-3-methylimidazolium